C(=O)O.CN([C@@H]1[C@H](CCCC1)NC1=CC(=C(C=C1)S(=O)(=O)NC=1SC2=C(N1)C=CC(=C2)OC)F)C 4-(((1S,2S)-2-(dimethylamino)cyclohexyl)amino)-2-fluoro-N-(6-methoxybenzo[d]thiazol-2-yl)benzenesulfonamide formate